(E)-4-((5-(pyrrolidin-1-yl)thiophen-2-yl)methylene)-3-(trifluoromethyl)isoxazol-5(4H)-one N1(CCCC1)C1=CC=C(S1)\C=C\1/C(=NOC1=O)C(F)(F)F